1,2-bis(2-naphthyl)ethane C1=C(C=CC2=CC=CC=C12)CCC1=CC2=CC=CC=C2C=C1